C=12C(=CC3=CC=C4C=CC=C5C=CC1C3=C45)O2 epoxypyrene